CN1N=CC=2C1=NC(=CC2N2CC1=C(CC2)N(N=C1C)CC12CCC(CC1)(CC2)N2C[C@@H](O[C@H](C2)C)C)C (2s,6s)-4-(4-((5-(1,6-dimethyl-1H-pyrazolo[3,4-b]pyridin-4-yl)-3-methyl-4,5,6,7-tetrahydro-1H-pyrazolo[4,3-c]pyridin-1-yl)methyl)bicyclo[2.2.2]oct-1-yl)-2,6-dimethylmorpholine